CN(C(=O)C1=CC=C(C=C1)C1=CNC2=NC=C(N=C21)C=2C=C1CCN(CC1=C(C2)C)CCC(=O)O)C 3-(6-(7-(4-(dimethylcarbamoyl)phenyl)-5H-pyrrolo[2,3-b]pyrazin-2-yl)-8-methyl-3,4-dihydroisoquinolin-2(1H)-yl)propionic acid